C1(=CC=CC=C1)[S-].[Ba+2].C1(=CC=CC=C1)[S-] barium thiophenolate